2-[(6-oxo-6H-dibenzo[c,e][1,2]oxaphosphorine-6-yl)methyl]succinic acid O=P1(OC2=C(C3=C1C=CC=C3)C=CC=C2)CC(C(=O)O)CC(=O)O